C1(CC1)CC=1C=CC(=NC1)NC(=O)C=1C(=CC(=C(C1)NC(=O)C1=CN=C(S1)C)C)F N-[5-[[5-(Cyclopropylmethyl)pyridin-2-yl]carbamoyl]-4-fluoro-2-methylphenyl]-2-methyl-1,3-thiazole-5-carboxamide